5-(1-isopropyl-5-((1S,3R)-3-morpholinocyclopentyl)-1H-1,2,4-triazol-3-yl)-3-(trifluoromethyl)pyridin-2-amine C(C)(C)N1N=C(N=C1[C@@H]1C[C@@H](CC1)N1CCOCC1)C=1C=C(C(=NC1)N)C(F)(F)F